C(C)(C)(C)C1=NC(=NO1)C(=O)NCC1=C(C=C(C=C1)C1=C(C=NC=C1F)N1CCN(CC1)C(\C=C\CN(C)C)=O)C (E)-5-(tert-butyl)-N-(4-(3-(4-(4-(dimethylamino)but-2-enoyl)piperazin-1-yl)-5-fluoropyridin-4-yl)-2-methylbenzyl)-1,2,4-oxadiazole-3-carboxamide